FC12CC(C1)(C2)CNC2C(CCCCC2)OC=2C=C1CN(C(C1=CC2)=O)C2C(NC(CC2)=O)=O 3-(5-((2-(((3-fluorobicyclo[1.1.1]pentan-1-yl)methyl)amino)cycloheptyl)oxy)-1-oxoisoindolin-2-yl)piperidine-2,6-dione